2-(3-chloro-2,6-difluoro-4-(4-hydroxy-3-isopropylbenzyl)phenoxy)acetic acid ClC=1C(=C(OCC(=O)O)C(=CC1CC1=CC(=C(C=C1)O)C(C)C)F)F